2-(3-acetyl-5-(2-methylpyrimidin-5-yl)-1H-indazol-1-yl)-1-((2R,4R)-2-(5-bromo-1H-imidazo[4,5-b]pyridin-2-yl)-4-fluoropyrrolidin-1-yl)ethan-1-one C(C)(=O)C1=NN(C2=CC=C(C=C12)C=1C=NC(=NC1)C)CC(=O)N1[C@H](C[C@H](C1)F)C=1NC=2C(=NC(=CC2)Br)N1